BrC=1C(=C(C(=CC1F)F)B(O)O)F (3-bromo-2,4,6-trifluorophenyl)boronic acid